tert-butyl (tert-butoxycarbonyl)(2-chloro-6-methoxypyridin-4-yl)carbamate C(C)(C)(C)OC(=O)N(C(OC(C)(C)C)=O)C1=CC(=NC(=C1)OC)Cl